3-((2R,4R)-4-(((R)-2,3-Dihydro-1H-Inden-1-Yl)Amino)-5-Oxo-1-(4-(Trifluoromethyl)Phenyl)Pyrrolidin-2-Yl)Benzoic Acid [C@H]1(CCC2=CC=CC=C12)N[C@@H]1C[C@@H](N(C1=O)C1=CC=C(C=C1)C(F)(F)F)C=1C=C(C(=O)O)C=CC1